1-((1H-indazol-7-yl)methyl)-5-bromo-N-methyl-2-oxo-1,2-dihydropyridine-3-carboxamide N1N=CC2=CC=CC(=C12)CN1C(C(=CC(=C1)Br)C(=O)NC)=O